ClC1=C(C(=C(C=C1)N1CCC2(CNC2)CC1)F)F 7-(4-chloro-2,3-difluorophenyl)-2,7-diazaspiro[3.5]nonane